C(#N)CCOC=C(COCCC#N)OCCC#N 1,2,3-tris-(2-cyanoethoxy)propaneN